(1S,3S)-1-({4-[2-(benzyloxy)-3-fluorophenyl]-5-fluoropyridin-2-yl}methyl)-3-methanesulfonamidocyclopentane-1-carboxamide C(C1=CC=CC=C1)OC1=C(C=CC=C1F)C1=CC(=NC=C1F)C[C@]1(C[C@H](CC1)NS(=O)(=O)C)C(=O)N